FC(C=1C=CC(=C2N=CC=NC12)N1C[C@@H](C[C@@H](C1)C)NC(OC(C)(C)C)=O)F tert-butyl (3R,5S)-1-(8-(difluoromethyl)quinoxalin-5-yl)-5-methylpiperidin-3-ylcarbamate